N-Morpholineethanesulfonic acid N1(CCOCC1)CCS(=O)(=O)O